1-Isopropyl-2-methyl-6-(7H-pyrrolo[2,3-d]pyrimidin-5-yl)-1H-imidazo[4,5-c]pyridine C(C)(C)N1C(=NC=2C=NC(=CC21)C2=CNC=1N=CN=CC12)C